ClC=1C(=NC(=NC1)NC1=CC(=C(C=C1OC(C)C)N1CCN(CC1)CC=1C=C2CN(C(C2=CC1F)=O)C1C(NC(CC1)=O)=O)C)NC1=C(C=CC=C1)S(=O)(=O)C(C)C 3-(5-((4-(4-((5-chloro-4-((2-(isopropylsulfonyl)phenyl)amino)pyrimidin-2-yl)amino)-5-isopropoxy-2-methylphenyl)piperazin-1-yl)methyl)-6-fluoro-1-oxoisoindolin-2-yl)piperidine-2,6-dione